COC(\C=C\CC[C@@H](C(=O)NC=1C(N(C=CC1)CC(=O)N[C@H]1[C@@H]2CC[C@H](C1)C2)=O)NC(=O)C2=C(N=NS2)C)=O (S,E)-Methyl-7-(1-(2-((1R,2R,4S)-bicyclo[2.2.1]heptan-2-ylamino)-2-oxoethyl)-2-oxo-1,2-dihydropyridin-3-ylamino)-6-(4-methyl-1,2,3-thiadiazole-5-carboxamido)-7-oxohept-2-enoat